1,3-Di-n-propyladamantane C(CC)C12CC3(CC(CC(C1)C3)C2)CCC